FC1C(C1)N1C(C(=CC=C1)NC(=O)C=1C(=NC=2N(C1)C=C(N2)C21COC(C2)(C1)C)OC(C)C)=O N-(1-trans-(2-fluorocyclopropyl)-2-oxo-1,2-dihydropyridin-3-yl)-7-isopropoxy-2-(1-methyl-2-oxabicyclo[2.1.1]hexan-4-yl)imidazo[1,2-a]pyrimidine-6-carboxamide